ClC1=CC=C(C=C1)CCN (R)-4-chlorophenylethylamine